ethyl 11-methyl-10-oxo-1,9-diazatricyclo[6.3.1.04,12]dodeca-2,4(12),5,7-tetraene-2-carboxylate CC1C(NC2=CC=CC=3C=C(N1C32)C(=O)OCC)=O